CC1=NC(=CC2=C1SC(=N2)C2=CC(=C1C=C(N=NC1=C2)C2CCN(CC2)CC)F)C 7-(4,6-Dimethyl-[1,3]thiazolo[5,4-c]pyridin-2-yl)-3-(1-ethylpiperidin-4-yl)-5-fluorocinnoline